1-tetradecanesulfonic acid C(CCCCCCCCCCCCC)S(=O)(=O)O